5,6,7,8-tetrahydronaphthalen-2-yl p-toluenesulfonate CC1=CC=C(C=C1)S(=O)(=O)OC1=CC=2CCCCC2C=C1